4,4'-((2E,4E)-hexa-2,4-diene-2,5-diyl)bis(methylbenzene) C/C(=C\C=C(/C)\C1=CC=C(C=C1)C)/C1=CC=C(C=C1)C